OCCC=O D-3-Hydroxypropanal